(S)-1-[(S)-1-[bis[3,5-bis(trifluoromethyl)phenyl]phosphino]ethyl]-2-[2-(diphenylphosphino)-phenyl]ferrocene FC(C=1C=C(C=C(C1)C(F)(F)F)P([C@@H](C)[C-]1C(=CC=C1)C1=C(C=CC=C1)P(C1=CC=CC=C1)C1=CC=CC=C1)C1=CC(=CC(=C1)C(F)(F)F)C(F)(F)F)(F)F.[CH-]1C=CC=C1.[Fe+2]